C(CCC)OCCOC(C)O 1-(2-butoxyethoxy)ethan-1-ol